O=C1C(N2CCC1C2)COP(=O)(OC2=CC=CC=C2)N[C@@H](C)C(=O)OCC(C)(C)C neopentyl (((3-oxo-1-azabicyclo[2.2.1]heptan-2-yl)methoxy)(phenoxy)phosphoryl)-L-alaninate